FC1=C(OC2=NC(=NC(=C2)C2=C(C=CC=C2)C(C)C)NS(=O)(=O)C=2C=NC=CC2)C=CC=C1 N-[4-(2-fluorophenoxy)-6-(2-isopropylphenyl)pyrimidin-2-yl]pyridine-3-sulfonamide